ClC=1C=CC=C2C(C=C(OC12)C1=C(O[C@@H]2C[C@H](C2)C(=O)NS(=O)(=O)C)C=C(C(=C1)C)OC)=O Trans-3-[2-(8-chloro-4-oxo-chromen-2-yl)-5-methoxy-4-methyl-phenoxy]-N-methylsulfonyl-cyclobutanecarboxamide